trimethyl-silyl-diazomethane C[Si](C=[N+]=[N-])(C)C